N-n-tetradecylthioproline C(CCCCCCCCCCCCC)N1[C@@H](CSC1)C(=O)O